BrC1=CC2=CN(N=C2C=C1)C1CC(C1)CO [3-(5-Bromoindazol-2-yl)cyclobutyl]methanol